N-(2-isopropoxy-4-(trifluoromethyl)phenyl)-6-(piperazin-1-yl)pyrido[3,2-d]pyrimidin-4-amine C(C)(C)OC1=C(C=CC(=C1)C(F)(F)F)NC=1C2=C(N=CN1)C=CC(=N2)N2CCNCC2